C1(=CC=CC=C1)[B-](C1=CC=CC=C1)(C1=CC=CC=C1)C1=CC=CC=C1.C(C)(C)(C)[PH+](C1=CC(=CC(=C1)OCC)OCC)C(C)(C)C di-(tert-butyl)(3,5-diethoxyphenyl)phosphonium tetraphenylborate